CC1(CC(CCC1)C=1CCCC2=C(C1C1=NC=C(C=C1F)C=C1CN(C1)CCCF)C=CC=C2)C 8-(3,3-Dimethylcyclohexyl)-9-(3-fluoro-5-((1-(3-fluoropropyl)azetidin-3-yliden)methyl)pyridin-2-yl)-6,7-dihydro-5H-benzo[7]annulen